NC1=NOC2=C1C(=CC(=C2)CN2CC(CC2)NC(OC(C)(C)C)=O)OC tert-butyl (1-((3-amino-4-methoxybenzo[d]isoxazol-6-yl)methyl)pyrrolidin-3-yl)carbamate